ClC=1C=CC(=C(C1)NC1=C(C=NC2=CC=C(C=C12)OC)C(=O)OCC)OC ethyl 4-[(5-chloro-2-methoxyphenyl)amino]-6-methoxy-3-quinolinecarboxylate